FC1=CC(=CC2=CN(N=C12)C)C1=CC2=C(C=N1)N=C(S2)N(C2CC1CCCC(C2)N1C)C 6-(7-fluoro-2-methyl-2H-indazol-5-yl)-N-methyl-N-(9-methyl-9-azabicyclo[3.3.1]non-3-yl)[1,3]thiazolo[4,5-c]pyridin-2-amine